6-(3,5-dimethylpiperidin-1-yl)-4-(hydroxymethyl)-2,3-dihydro-1H-pyrrolo[3,4-C]pyridin-1-one CC1CN(CC(C1)C)C1=CC2=C(C(=N1)CO)CNC2=O